vanadium sodium fluorophosphate salt P(=O)([O-])([O-])F.[Na+].[V+5].P(=O)([O-])([O-])F.P(=O)([O-])([O-])F